1-(piperazin-1-yl)-2-[5-(pyridin-4-yl)-4-[4-(trifluoromethyl)phenyl]-1H-imidazol-1-yl]ethan-1-one N1(CCNCC1)C(CN1C=NC(=C1C1=CC=NC=C1)C1=CC=C(C=C1)C(F)(F)F)=O